5-[(pyridin-2-yl)amino]-3-[4-(2,2,2-trifluoroethane-sulfonamido)phenyl]-1H-pyrazole-4-carboxamide N1=C(C=CC=C1)NC1=C(C(=NN1)C1=CC=C(C=C1)NS(=O)(=O)CC(F)(F)F)C(=O)N